NC1=C(C=C(C=C1)S)Cl 4-Amino-3-chlorothiophenol